ClC1=CC=C(C(=O)[C@H]2N(CC3(CC3)C2)C([C@@H](CC(=O)NC#N)CC2=CC2)=O)C=C1 (R)-4-((S)-6-(4-chlorobenzoyl)-5-azaspiro[2.4]-heptan-5-yl)-N-cyano-3-(cyclopropenylmethyl)-4-oxobutanamide